1-(benzenesulfonyl)-3-(bromomethyl)indole C1(=CC=CC=C1)S(=O)(=O)N1C=C(C2=CC=CC=C12)CBr